ClC1=C(C(=O)N[C@H](C(=O)OCC2=CC=CC=C2)CNC(=O)N[C@@H]2CCC3=CC=CC=C23)C(=CC=C1NC(CC=1C=C(C=CC1)C)=O)Cl (S)-benzyl 2-(2,6-dichloro-3-(2-(m-tolyl)acetamido)benzamido)-3-(3-((R)-2,3-dihydro-1H-inden-1-yl)ureido)propanoate